N=1C=CN2C1C=CC(=C2)C2=CNC=1N=C(N=CC12)NC1CCC(CC1)C(=O)N1CCCC1 ((1s,4s)-4-((5-(imidazo[1,2-a]pyridin-6-yl)-7H-pyrrolo[2,3-d]pyrimidin-2-yl)amino)cyclohexyl)(pyrrolidin-1-yl)methanone